N-[4-(cyclopentyloxy)-3-fluorophenyl]-5-(methoxymethyl)-2-(pyrrolidin-1-yl)oxazole-4-carboxamide C1(CCCC1)OC1=C(C=C(C=C1)NC(=O)C=1N=C(OC1COC)N1CCCC1)F